BrC=1C=C2C(=CC1)C(N(CC21CC1)CC(=O)NC1=NN2C(C=CC(=C2)F)=N1)=O 2-(6-bromo-1-oxospiro[3H-isoquinoline-4,1'-cyclopropane]-2-yl)-N-(6-fluoro-[1,2,4]triazolo[1,5-a]pyridin-2-yl)acetamide